3-hydroxyvaleric acid magnesium salt [Mg+2].OC(CC(=O)[O-])CC.OC(CC(=O)[O-])CC